C(C)(C)C=1C=NN2C1N=C(N=C2NCC2=CC=C(C=C2)N2C=NC(=C2)C)NC2CCOCC2 8-isopropyl-N4-(4-(4-methyl-1H-imidazol-1-yl)benzyl)-N2-(tetrahydro-2H-pyran-4-yl)pyrazolo[1,5-a][1,3,5]triazine-2,4-diamine